5-(2-{2-[N-({3-Methoxy-[1,1'-biphenyl]-4-yl}methyl)formamido]phenyl}ethynyl)pyridin COC=1C=C(C=CC1CN(C=O)C1=C(C=CC=C1)C#CC=1C=CC=NC1)C1=CC=CC=C1